Cl.C(CCC)C=1C=CC(=NC1)C(=O)NNC(C1=C(C=NC=C1)F)=O 5-butyl-N'-(3-fluoroisonicotinoyl)picolinohydrazide hydrogen chloride